ClC1=CC=C2C(=CNC2=C1C1=NC=CC=N1)S(=O)(=O)NC1=NC(=C(C(=N1)OC)OCCF)OC 6-chloro-N-[5-(2-fluoroethoxy)-4,6-dimethoxy-pyrimidin-2-yl]-7-(2-pyrimidinyl)-1H-indole-3-sulfonic acid amide